N1N=CC(=C1)C=1C=C2C=C(N=CC2=CC1)NC(CN1C[C@@H](OCC1)C)=O (S)-N-(6-(1H-pyrazol-4-yl)isoquinolin-3-yl)-2-(2-methylmorpholinyl)acetamide